N1=CC(=CC=C1)CO[C@H]1C[C@H](NC1)C(=O)O (2S,4S)-4-(3-pyridylmethoxy)pyrrolidine-2-carboxylic acid